C(C)(C)(C)OC(=O)N1CC(C1)OCCCN1C2=C(N(C([C@H](CC1)N)=O)C)C=CC=C2F (S)-3-(3-(4-amino-10-fluoro-6-methyl-5-oxo-3,4,5,6-tetrahydrobenzo[b][1,4]diazocine-1(2H)-yl)propoxy)azetidine-1-carboxylic acid tert-butyl ester